COC1=CC=C(C=C1)COCC(=O)O 2-[(4-methoxyphenyl)methoxy]Acetic acid